(3R)-1-(2-((2-(difluoromethylene)tetrahydro-1H-pyrrolizin-7a(5H)-yl)methoxy)-7-(8-ethyl-7-fluoro-3-hydroxynaphthalen-1-yl)-6,8-difluoroquinazolin-4-yl)-3-methylpiperidin-3-ol FC(=C1CC2(CCCN2C1)COC1=NC2=C(C(=C(C=C2C(=N1)N1C[C@@](CCC1)(O)C)F)C1=CC(=CC2=CC=C(C(=C12)CC)F)O)F)F